FC1CC(C2=CC=CC=C12)=O fluoro-3-oxo-2,3-dihydro-1H-indene